C(N)(=O)C=1C=2N(N=C(C1)C=1C=C3C=CN(C(C3=CC1)=O)C1CCN(CC1)C(=O)OC(C)(C)C)C=C(N2)C tert-butyl 4-[6-(8-carbamoyl-2-methyl-imidazo[1,2-b]pyridazin-6-yl)-1-oxo-2-isoquinolyl]piperidine-1-carboxylate